10-hydroperoxy-8-octadecenoic acid O(O)C(C=CCCCCCCC(=O)O)CCCCCCCC